N[C@H](C(=O)N1CCC2=NC(=C(C=C21)CC2=CC=C(C=C2)F)OC)C2CCCCC2 (S)-2-amino-2-cyclohexyl-1-(6-(4-fluorobenzyl)-5-methoxy-2,3-dihydro-1H-pyrrolo[3,2-b]pyridin-1-yl)ethan-1-one